methyl (S)-2-((7-chloro-2-(4-(dimethylcarbamoyl)-2-fluoro-phenyl)imidazo[1,2-a]pyridin-3-yl)methyl)morpholine-4-carboxylate ClC1=CC=2N(C=C1)C(=C(N2)C2=C(C=C(C=C2)C(N(C)C)=O)F)C[C@H]2CN(CCO2)C(=O)OC